CN1N=C(C2=CC=CC(=C12)C1CCN(CC1)CC1CCNCC1)C1C(NC(CC1)=O)=O 3-(1-methyl-7-(1-(piperidin-4-ylmethyl)piperidin-4-yl)-1H-indazol-3-yl)piperidine-2,6-dione